[1,3]dioxolo[4,5-f]benzimidazole O1COC2=CC3=C(N=CN3)C=C21